[Ni]=O.[Mn].[Sn] tin manganese nickel oxide